3-((6,7-dichloro-3-(1H-pyrazol-4-yl)-1H-indol-4-yl)amino)cyclobutanol ClC1=CC(=C2C(=CNC2=C1Cl)C=1C=NNC1)NC1CC(C1)O